O1C[C@@H](CC1)CC(=O)O (S)-tetrahydro-3-furanacetic acid